6-(3-fluoro-5-methylpyridin-2-yl)-8-methoxyquinazolin-4-ol FC=1C(=NC=C(C1)C)C=1C=C2C(=NC=NC2=C(C1)OC)O